(5S,8S)-N-(chroman-3-yl)-5-fluoro-8-hydroxy-5,6,7,8-tetrahydroquinoline-5-carboxamide O1CC(CC2=CC=CC=C12)NC(=O)[C@]1(C=2C=CC=NC2[C@H](CC1)O)F